C(CC1=C(C(=CC(=C1)CC(C)C)C(C)(C)C)O)C1=C(C(=CC(=C1)CC(C)C)C(C)(C)C)O 2,2'-ethylenebis(6-tert-butyl-4-isobutylphenol)